ClC=1C=CC2=C(C3=C(O2)C=C(C=C3)[C@@H](C(F)(F)F)N[C@H](C(=O)NC3(CC3)C#N)CC(C)C)C1 (S)-2-(((S)-1-(8-chlorodibenzo[b,d]furan-3-yl)-2,2,2-trifluoroethyl)amino)-N-(1-cyanocyclopropyl)-4-methylpentanamide